CC(=O)CC(=O)NCC1=CC=C(C=C1)OC N-(4-methoxybenzyl)-3-oxobutanamide